COC1=CC2=C(C[C@H]3CCCCC[C@@]2(C3)C)C=C1 (5R,11S)-5,6,7,8,9,10,11,12-octahydro-3-methoxy-5-methyl-5,11-methylenebenzocyclodecene